C(CCCCCCCCCCCCCCC)N1C(=C(C(C2=CC=CC=C12)=O)OCC1=CC=CC=C1)C1=CC=CC=C1 N-hexadecyl-2-phenyl-3-benzyloxy-quinolin-4-one